C(C)OC(=O)C1=NC(=CC=C1N(C)C(C)=O)C#N 3-[acetyl-(methyl)amino]-6-cyanopyridine-2-carboxylic acid ethyl ester